tert-butyl (3S)-3-[[8-carbamoyl-6-(4-[3,7-dioxa-9-azabicyclo[3.3.1]nonan-9-ylmethyl]phenyl)pyrido[3,2-d]pyrimidin-4-yl] amino]piperidine-1-carboxylate C(N)(=O)C1=CC(=NC2=C1N=CN=C2N[C@@H]2CN(CCC2)C(=O)OC(C)(C)C)C2=CC=C(C=C2)CN2C1COCC2COC1